1-mesityl-3-(2,4,6-trimethylbenzyl)-1H-imidazol-3-ium chloride [Cl-].C1(=C(C(=CC(=C1)C)C)N1C=[N+](C=C1)CC1=C(C=C(C=C1C)C)C)C